CC1=NC2=CC=C(C=C2C1(C)C)C(=O)O 2,3,3-trimethyl-3H-indole-5-carboxylic acid